(R)-3-(5-(4-(1H-pyrrol-1-yl)piperidin-1-yl)pyrimidin-2-yl)-N-((5-fluoro-2-hydroxyphenyl)(1H-indol-2-yl)methyl)-5-methylbenzamide N1(C=CC=C1)C1CCN(CC1)C=1C=NC(=NC1)C=1C=C(C(=O)N[C@@H](C=2NC3=CC=CC=C3C2)C2=C(C=CC(=C2)F)O)C=C(C1)C